C(C(C)C)NC1=NN2C(C=N1)=C(C=C2)C=2C=NC1=NC=CC=C1C2 N-isobutyl-5-(1,8-naphthyridin-3-yl)pyrrolo[2,1-f][1,2,4]triazin-2-amine